C(=O)C=1C=C(C(=O)Cl)C=CC1 3-FORMYL-BENZOYL CHLORIDE